5-(4-aminophenyl)-N-(tetrahydrofuran-3-yl)-2-[4-(trifluoromethoxy)phenyl]-1,2,4-triazol-3-amine NC1=CC=C(C=C1)C=1N=C(N(N1)C1=CC=C(C=C1)OC(F)(F)F)NC1COCC1